OC1=CC=C(C(=O)NCC(=O)O)C=C1 4-hydroxybenzoyl-glycine